C12COCC(N1C=1SC3=C(N1)C=CC(=C3C(=O)NC=3C=NC(=C(C3C(NC3=CC1=C(OC(O1)(F)F)C=C3)=O)F)OC)OC)C2 2-(3-Oxa-6-azabicyclo[3.1.1]heptan-6-yl)-N-(4-((2,2-difluorobenzo[d][1,3]dioxol-5-yl)carbamoyl)-5-fluoro-6-methoxypyridin-3-yl)-6-methoxybenzo[d]thiazole-7-carboxamide